((6-fluoro-2-methyl-1,2,3,4-tetrahydroisoquinolin-7-yl)amino)-5-((2-(isopropylsulfonyl)phenyl)amino)-1,2,4-triazine-6-carboxamide FC=1C=C2CCN(CC2=CC1NC=1N=NC(=C(N1)NC1=C(C=CC=C1)S(=O)(=O)C(C)C)C(=O)N)C